O1C(CCCC1)OCCCCCC\C=C\CCCCCCOC1OCCCC1 (E)-1,14-bis((tetrahydro-2H-pyran-2-yl)oxy)tetradec-7-ene